C(C)OC(COC=1C=C(C=CC1)C(C(=O)OCC1=CC=CC=C1)(CCCC(CSCC(=O)OCC)(C)C)C)=O benzyl 2-(3-(2-ethoxy-2-oxoethoxy)phenyl)-7-((2-ethoxy-2-oxoethyl)thio)-2,6,6-trimethylheptanoate